(R)-(1,1,1-trifluoroprop-2-yl)amine FC([C@@H](C)N)(F)F